NCC1=NNC(C2=C(C=C(C=C12)C1=C(N(N=C1)C)C1=C(C#N)C(=CC=C1F)OC1CC1)OCC)=O (M)-2-[4-[4-(aminomethyl)-8-ethoxy-1-oxo-2H-phthalazin-6-yl]-2-methyl-pyrazol-3-yl]-6-(cyclopropoxy)-3-fluoro-benzonitrile